(2R,3S)-2-(3-(6-bromo-3H-imidazo[4,5-c]pyridin-3-yl)propyl)piperidin-3-ol BrC1=CC2=C(C=N1)N(C=N2)CCC[C@H]2NCCC[C@@H]2O